cyclopropylmethyl-8-methyl-3-(tetrahydro-2H-pyran-2-yl)-6,7,8,9-tetrahydro-3H-pyrazolo[3,4-H]Isoquinoline C1(CC1)CC1=NN(C=2C=CC=3CCN(CC3C21)C)C2OCCCC2